{1-[1-(3,5-difluorobenzoyl)piperidin-4-yl]-3-[4-(7H-pyrrolo[2,3-d]pyrimidin-4-yl)-1H-pyrazol-1-yl]azetidin-3-yl}acetonitrile FC=1C=C(C(=O)N2CCC(CC2)N2CC(C2)(N2N=CC(=C2)C=2C3=C(N=CN2)NC=C3)CC#N)C=C(C1)F